C(#N)C1CC(C1)(CC1=NN=CN1C)C=1C=C(C=CC1)NC(=O)C1=CC(=C2C(=N1)C=CN2)C=O N-(3-((1r,3r)-3-cyano-1-((4-methyl-4H-1,2,4-triazol-3-yl)methyl)cyclobutyl)phenyl)-7-formyl-1H-pyrrolo[3,2-b]pyridine-5-carboxamide